cis-isophorone diisocyanate O=C=N[C@@H]1C[C@](CN=C=O)(CC(C1)(C)C)C